4-(2-methyl-1H-pyrrolo[2,3-b]pyridin-4-yl)-6-morpholino-1H-pyridin-2-one CC1=CC=2C(=NC=CC2C2=CC(NC(=C2)N2CCOCC2)=O)N1